(1R,3S,5R)-2-(2-(3-acetyl-7-(1,2-difluoroethyl)-5-(2-methylpyrimidin-5-yl)-1H-indazol-1-yl)acetyl)-N-(6-bromo-3-methylpyridin-2-yl)-5-methyl-2-azabicyclo[3.1.0]hexane-3-carboxamide C(C)(=O)C1=NN(C2=C(C=C(C=C12)C=1C=NC(=NC1)C)C(CF)F)CC(=O)N1[C@@H]2C[C@@]2(C[C@H]1C(=O)NC1=NC(=CC=C1C)Br)C